COC1=C(C=C(C=C1)C1=C(N=C(S1)NC(CC(C)C)=O)C)NS(=O)(=O)N (2-methoxy-5-(4-methyl-2-isovaleramidothiazol-5-yl)phenyl)sulfamide